N=1C=NN2C1C=C(C=C2)C2=CNC=1N=C(N=C(C12)OC([2H])([2H])[2H])NC1CCC(CC1)(O)C (1s,4s)-4-((5-([1,2,4]triazolo[1,5-a]pyridin-7-yl)-4-(methoxy-d3)-7H-pyrrolo[2,3-d]pyrimidin-2-yl)amino)-1-methylcyclohexan-1-ol